NC1=NC2=CC(=CC=C2C=C1Cl)CN(C(=O)C=1C=NC(=NC1)N1CCOCC1)C1=C(C=C(C=C1)F)S(=O)(=O)C N-[(2-amino-3-chloroquinolin-7-yl)methyl]-N-(4-fluoro-2-methanesulfonylphenyl)-2-(morpholin-4-yl)pyrimidine-5-carboxamide